FC=1C=2CCCC2C(=C2CCCC12)NC(=O)N=[S@@](=O)(N)C=1SC=C(C1)C(C)(C)O (S)-N'-(8-fluoro-1,2,3,5,6,7-hexahydro-s-indacen-4-ylcarbamoyl)-4-(2-hydroxypropan-2-yl)thiophene-2-sulfonimidamide